[C@H]12OC[C@H](N(C1)C1=C(C=C(C(=C1)OC)NC1=NC=NC(=C1)N1OCC[C@@H]1C1=CC(=C(C=C1)Cl)Cl)NC(C=C)=O)C2 N-(2-((1R,4R)-2-oxa-5-azabicyclo[2.2.1]heptane-5-yl)-5-((6-((R)-3-(3,4-dichlorophenyl)isoxazolidine-2-yl)pyrimidine-4-yl)amino)-4-methoxyphenyl)acrylamide